2-bromo-2,2-difluoro-N-(3,5-dimethylphenyl)acetamide methyl-2-(bis(tert-butoxycarbonyl)amino)-3-(2-(trifluoromethyl)-1H-imidazol-1-yl)propanoate COC(C(CN1C(=NC=C1)C(F)(F)F)N(C(=O)OC(C)(C)C)C(=O)OC(C)(C)C)=O.BrC(C(=O)NC1=CC(=CC(=C1)C)C)(F)F